Tert-butyl 5-[(2,2,3,3-2H4)-2H,3H-[1,4]dioxino[2,3-b]pyridine-7-sulfonyl]-1H,2H,3H,4H,5H,6H-pyrrolo[3,4-c]pyrrole-2-carboxylate O1C(C(OC2=NC=C(C=C21)S(=O)(=O)N2CC1=C(C2)CN(C1)C(=O)OC(C)(C)C)([2H])[2H])([2H])[2H]